trans-4-ethylpyrrolidine-3-carboxylic acid C(C)[C@H]1[C@@H](CNC1)C(=O)O